C(C1=CC=CC=C1)OC1=C(C=C(C(=O)N2[C@@H](C[C@H](C2)F)C(=O)N2[C@@H](CCC2)C#N)C=C1F)F (S)-1-((2S,4R)-1-(4-(benzyloxy)-3,5-difluorobenzoyl)-4-fluoropyrrolidin-2-carbonyl)pyrrolidin-2-carbonitril